BrC=1C=C(C(=C(C1)S(=O)(=O)NC=1C(=C(C(=O)OC2=CC=CC=C2)C=C(C1)C1(CCCCC1)C#N)O)O)Cl Phenyl 3-((5-bromo-3-chloro-2-hydroxyphenyl)sulfonamido)-5-(1-cyanocyclohexyl)-2-hydroxybenzoate